7-chloro-6-fluoro-2,2-dimethyl-chromane ClC1=C(C=C2CCC(OC2=C1)(C)C)F